meso-tetraphenylporphine-4,4',4'',4'''-tetracarboxylic acid C1=CC(=CC=C1C2=C3C=CC(=C(C4=NC(=C(C5=CC=C(N5)C(=C6C=CC2=N6)C7=CC=C(C=C7)C(=O)O)C8=CC=C(C=C8)C(=O)O)C=C4)C9=CC=C(C=C9)C(=O)O)N3)C(=O)O